(9Z,12Z)-3-((4,4-bis(octyloxy)butanoyl)oxy)-2-(((((1-ethylpiperidin-3-yl)methoxy)carbonyl)oxy)methyl)propyloctadeca-9,12-dienoate C(CCCCCCC)OC(CCC(=O)OCC(COC(CCCCCCC\C=C/C\C=C/CCCCC)=O)COC(=O)OCC1CN(CCC1)CC)OCCCCCCCC